bis(9-phenylcarbazol-3-yl)-N,N'-diphenyl-benzene-1,3-diamine C1(=CC=CC=C1)N1C2=CC=CC=C2C=2C=C(C=CC12)C1=CC(=C(C=C1NC1=CC=CC=C1)NC1=CC=CC=C1)C=1C=CC=2N(C3=CC=CC=C3C2C1)C1=CC=CC=C1